ClC1=C(C=CC(=C1)C(F)F)[N+](=O)[O-] 2-chloro-4-(difluoromethyl)-1-nitrobenzene